[Kr].[Xe].[Ar].[O] oxygen argon xenon krypton